COC=1C(=CC2=C(C3=C(C=CO3)C=C2C1)C=1C=NC(=NC1)N1CCC(CC1)C)OC 6,7-dimethoxy-9-(2-(4-methylpiperidin-1-yl)pyrimidin-5-yl)naphtho[2,3]furan